4,7-di(4-hexyl-5-bromo-thienyl)-2,1,3-benzothiadiazole C(CCCCC)C=1C=C(SC1Br)C1=CC=C(C2=NSN=C21)C=2SC(=C(C2)CCCCCC)Br